((4-amino-9-(2-((1R,3S,5R)-3-((6-bromopyridin-2-yl)carbamoyl)-2-azabicyclo[3.1.0]Hex-2-yl)-2-oxoethyl)-9H-pyrimido[4,5-b]Indol-6-yl)methyl)carbamic acid tert-butyl ester C(C)(C)(C)OC(NCC=1C=C2C3=C(N(C2=CC1)CC(=O)N1[C@@H]2C[C@@H]2C[C@H]1C(NC1=NC(=CC=C1)Br)=O)N=CN=C3N)=O